(but-3-en-1-yloxy)(tert-butyl)diphenylsilane C(CC=C)O[Si](C1=CC=CC=C1)(C1=CC=CC=C1)C(C)(C)C